P(=O)(OC(C)C=1C(=NC=C(C1)F)OC)(OC1=CC=CC=C1)OC1=CC=CC=C1 1-(5-fluoro-2-methoxy-3-pyridyl)ethyl diphenyl phosphate